1-[(3R,5aS,6R,8aS,9R,10S,12R,12aR)-3,6,9-trimethyldecahydro-12H-3,12-epoxypyrano[4,3-j][1,2]Benzodioxepin-10-yl]methanamine C[C@@]12OO[C@]34[C@@H](CC1)[C@@H](CC[C@H]3[C@H]([C@H](O[C@@H]4O2)CN)C)C